Methyl(5-((2-amino-2,4-dimethylpent-3-en-1-yl)oxy)-4-(trifluoromethyl)-[2,4'-bipyridine]-2'-yl) carbamate C(N)(OC1=NC=CC(=C1)C1=NC=C(C(=C1C)C(F)(F)F)OCC(C=C(C)C)(C)N)=O